C1=COC(=C1)C=O 2-furfural